3,4-dichlorophenyl isocyanate ClC=1C=C(C=CC1Cl)N=C=O